3-(3-(4-(Chloromethyl)phenyl)-5-(4-fluoropyridin-3-yl)-3H-imidazo[4,5-b]pyridin-2-yl)pyridin-2-amine ClCC1=CC=C(C=C1)N1C(=NC=2C1=NC(=CC2)C=2C=NC=CC2F)C=2C(=NC=CC2)N